[Si](C)(C)(C(C)(C)C)OCCN1N=C(C(=C1CNC)I)OC(C)C 1-[2-[2-[tert-butyl(dimethyl)silyl]oxyethyl]-4-iodo-5-isopropoxy-pyrazol-3-yl]-N-methylmethanamine